CC1=C(C(NC(=C1)C(F)(F)F)=O)C(=O)NC(C1=CC=C(C=C1)C)C1=CC=CC=C1 4-methyl-2-oxo-N-(phenyl(p-tolyl)methyl)-6-(trifluoromethyl)-1,2-dihydropyridine-3-carboxamide